C1(CCCCC1)NC(C1=C(N=CC=C1)NCC1=CC=NC=C1)=O N-cyclohexyl-2-((pyridin-4-ylmethyl)amino)nicotinamide